BrC=1C=C2C(=CNC2=CC1)NC1=NC2=C(N1)C=CC(=C2)OC N-(5-bromo-1H-indol-3-yl)-5-methoxy-1H-benzo[d]imidazol-2-amine